4-[[2-(5-tert-butyl-2-methoxy-phenyl)acetyl]amino]pyridine-2-carboxylic acid methyl ester COC(=O)C1=NC=CC(=C1)NC(CC1=C(C=CC(=C1)C(C)(C)C)OC)=O